5-ethyl-3,4,5,6-tetramethylcyclohexene-2-one C(C)C1(C(C(C(C=C1C)=O)C)C)C